COC1=CN=C2C(=N1)N(C(C(=C2)C2CCN(CC2)C(=O)OC(C)(C)C)=O)CC2=NC=CC=C2C(F)(F)F tert-butyl 4-(3-methoxy-6-oxo-5-((3-(trifluoromethyl)pyridin-2-yl)methyl)-5,6-dihydropyrido[2,3-b]pyrazin-7-yl)piperidine-1-carboxylate